C(C=C)(=O)N1C[C@@H](N(C[C@H]1C)C1=NC(N2C3=C(C(=C(C=C13)Cl)C1=C(C=C(C=C1)F)F)OCC2)=O)C 7-((2S,5R)-4-acryloyl-2,5-dimethylpiperazin-1-yl)-9-chloro-10-(2,4-difluorophenyl)-2H-[1,4]oxazino[2,3,4-ij]quinazolin-5(3H)-one